N1C=C(C2=CC=CC=C12)C1=C(N=C(O1)C1=C(C=CC=C1)C(F)(F)F)C(=O)O 5-(1H-indol-3-yl)-2-(2-(trifluoromethyl)phenyl)oxazole-4-carboxylic acid